OCC1CCC(CC1)NC(=O)C1=NC(=NC=C1)C1=CN=CS1 N-((1r,4r)-4-(hydroxymethyl)cyclohexyl)-2-(thiazol-5-yl)pyrimidine-4-carboxamide